C(C=C)OCC=C di-allyl ether